F[C@@H]1CN(CCC1)C(=O)C1=CC=C2N=CC(=NC2=C1)C=1C=C2C=CN(C(C2=CC1)=O)C 6-(7-(((3S)-3-fluoro-1-piperidinyl)carbonyl)-2-quinoxalinyl)-2-methyl-1(2H)-isoquinolinone